4-((2S,5R)-5-ethyl-2-methyl-4-((S)-1-(4-(trifluoromethyl)phenyl)ethyl)piperazin-1-yl)-1-methyl-2-oxo-1,2-dihydropyrido[3,2-d]pyrimidine-6-carbonitrile C(C)[C@H]1N(C[C@@H](N(C1)C=1C2=C(N(C(N1)=O)C)C=CC(=N2)C#N)C)[C@@H](C)C2=CC=C(C=C2)C(F)(F)F